OC1C2=CC=CC=C2C=2C=CC=CC12 9-hydroxy-9H-fluoren